C1CC12CCN(CC2)C2=C(C(=O)N)C=CN=C2 (6-azaspiro[2.5]octan-6-yl)isonicotinamide